NC=1N=C(SC1C(=O)C1=CC=C(C=C1)OC(F)F)NC1=CC=C(C=C1)Cl [4-amino-2-(4-chloroanilino)thiazol-5-yl]-[4-(difluoromethoxy)phenyl]methanone